8-(6-((3-(3-azabicyclo[3.1.0]hexan-3-yl)propoxy)methyl)pyridin-3-yl)-1-isopropyl-3-methyl-1H-imidazo[4,5-c]cinnolin-2(3H)-one C12CN(CC2C1)CCCOCC1=CC=C(C=N1)C1=CC=2C3=C(N=NC2C=C1)N(C(N3C(C)C)=O)C